(1aR,5aR)-2-(2,4-Difluoro-phenyl)-1a,2,5,5a-tetrahydro-1H-2,3-diaza-cyclopropa[a]pentalene-4-carboxylic acid (2-oxo-2-phenyl-ethyl)-amide O=C(CNC(=O)C=1C=2C[C@@H]3[C@H](C2N(N1)C1=C(C=C(C=C1)F)F)C3)C3=CC=CC=C3